N-(3-(5-chloro-1H-indol-3-yl)propyl)-2-((3-(piperazin-1-yl)propyl)amino)thiazole-5-sulfonamide ClC=1C=C2C(=CNC2=CC1)CCCNS(=O)(=O)C1=CN=C(S1)NCCCN1CCNCC1